N-((1r,3r)-3-(3-chloro-4-cyanophenoxy)-2,2,4,4-tetramethylcyclobutyl)-4-(piperidin-4-yl)benzamide hydrochloride Cl.ClC=1C=C(OC2C(C(C2(C)C)NC(C2=CC=C(C=C2)C2CCNCC2)=O)(C)C)C=CC1C#N